1,3-diphenyl-1,3-divinyl-1,3-dimethyl-disilazane C1(=CC=CC=C1)[Si](N[Si](C)(C=C)C1=CC=CC=C1)(C)C=C